(R)-1-(chloromethyl)-4-(1-methoxyethyl)benzene ClCC1=CC=C(C=C1)[C@@H](C)OC